2-(2,6-diethylphenyl)-3-(5-fluoro-7-(hydroxymethyl)-1H-indol-4-yl)-6,7-dihydro-4H-pyrazolo[4,3-c]Pyridine-5-carboxylic acid tert-butyl ester C(C)(C)(C)OC(=O)N1CC=2C(CC1)=NN(C2C2=C1C=CNC1=C(C=C2F)CO)C2=C(C=CC=C2CC)CC